1,3-dimethylimidazo[1,5-a]pyridine-6-carboxylic acid CC=1N=C(N2C1C=CC(=C2)C(=O)O)C